CC1C2C3=CC=CC=C3C(CC1)N2C(=O)OC(C)(C)C tert-Butyl 9-methyl-12-azatricyclo[6.3.1.02,7]dodeca-2,4,6-triene-12-carboxylate